COC1=C(C=CC=C1)CCNC(=O)[C@@H]1CN(CC[C@H]1NC(=O)C1=NOC(=C1)C1=C(C=C(C=C1)F)F)C1CCCCC1 (3R,4R)-1-cyclohexyl-4-{[5-(2,4-difluoro-phenyl)-isoxazole-3-carbonyl]-amino}-piperidine-3-carboxylic acid [2-(2-methoxy-phenyl)-ethyl]-amide